4,5-bis(undecyl)imidazole C(CCCCCCCCCC)C=1N=CNC1CCCCCCCCCCC